FC12CCC(CC1)(C2)C(=O)N2C[C@H]1OC3=C([C@@H]2C1)C=NC=C3C#CC3=CC=C(C=C3)C (4-fluorobicyclo[2.2.1]heptan-1-yl)((2S,5S)-9-(p-tolylethynyl)-2,3-dihydro-2,5-methanopyrido[3,4-f][1,4]oxazepin-4(5H)-yl)methanone